5-(4-(tert-butyl)phenyl)-1-methyl-1H-1,2,4-triazol C(C)(C)(C)C1=CC=C(C=C1)C1=NC=NN1C